The molecule is a nucleoside analogue that is 2'-deoxyuridine in which the hydrogen at position 5 on the uracil ring is replaced by a carboxy group. It has a role as a Mycoplasma genitalium metabolite and a drug metabolite. It is a nucleoside analogue, a pyrimidine 2'-deoxyribonucleoside and an aromatic carboxylic acid. It derives from a uracil. C1[C@@H]([C@H](O[C@H]1N2C=C(C(=O)NC2=O)C(=O)O)CO)O